4-decane-ol CCCC(CCCCCC)O